D-ribulose 1,5-bisphosphate sodium salt hydrate O.[Na+].P(=O)([O-])([O-])OCC(=O)[C@H](O)[C@H](O)COP(=O)([O-])[O-].[Na+].[Na+].[Na+]